(R)-1-(2-methyl-4-(2-(pyrrolidin-1-yl)-4-(trifluoromethyl)benzyl)piperazine-1-carbonyl)-1H-pyrazole-3-carboxylic acid C[C@H]1N(CCN(C1)CC1=C(C=C(C=C1)C(F)(F)F)N1CCCC1)C(=O)N1N=C(C=C1)C(=O)O